N1C=NC2=C1C=CC(=C2)C2=NC(=NC=C2)NC2=CC(=CC=C2)C(F)(F)F 4-(1H-benzo[d]imidazol-5-yl)-N-(3-(trifluoromethyl)phenyl)pyrimidin-2-amine